BrC=1C=C2C=CN(C2=CC1)CCN1CCN(CC1)C[C@@](CN1N=CN=C1)(O)C1=C(C=C(C=C1)F)F (S)-1-(4-(2-(5-bromo-1H-indol-1-yl)ethyl)piperazin-1-yl)-2-(2,4-difluorophenyl)-3-(1H-1,2,4-triazol-1-yl)propan-2-ol